C[C@@H](CC(=O)OCC)CCCOC1=C(C=CC=C1)CN1C(=NC=C1C([2H])([2H])[2H])C=1C=NC(=CC1)C(F)(F)F ethyl (R)-3-methyl-6-(2-((5-(methyl-d3)-2-(6-(trifluoromethyl) pyridin-3-yl)-1H-imidazol-1-yl)methyl)phenoxy)hexanoate